2-chloro-8-fluoro-N-((R)-1-((trans)-4-(6-fluoroquinolin-4-yl)cyclohexyl)propan-2-yl)quinazolin-4-amine ClC1=NC2=C(C=CC=C2C(=N1)N[C@@H](C[C@@H]1CC[C@H](CC1)C1=CC=NC2=CC=C(C=C12)F)C)F